(3S)-3-(4-chlorophenyl)-3-[(1R)-1-(4-chlorophenyl)-1-{[1-(hydroxymethyl)cyclopropyl]methoxy}-5-(2-hydroxyprop-2-yl)-3-oxo-2,3-dihydro-1H-isoindol-2-yl]propionic acid ClC1=CC=C(C=C1)[C@H](CC(=O)O)N1[C@@](C2=CC=C(C=C2C1=O)C(C)(C)O)(OCC1(CC1)CO)C1=CC=C(C=C1)Cl